ClN1C(C(C=2C1=NC=C(C2)F)(C)C)=O chloro-5-fluoro-3,3-dimethyl-1H-pyrrolo[2,3-b]pyridin-2-one